C(C=C)(=O)N1CCN(CC1)CCOC 4-acryloyl-1-(2-methoxyethyl)piperazin